methyl (1-(benzo[d][1,3]dioxol-5-yl)propan-2-yl)(methyl)carbamodithioate O1COC2=C1C=CC(=C2)CC(C)N(C(=S)SC)C